1-(4-benzyl-3,4-dihydro-2H-benzo[b][1,4]thiazin-6-yl)but-3-en-1-amine C(C1=CC=CC=C1)N1C2=C(SCC1)C=CC(=C2)C(CC=C)N